3-amino-5-cyclopropyl-1H-pyrazole-1-carboxylic acid tert-butyl ester C(C)(C)(C)OC(=O)N1N=C(C=C1C1CC1)N